ClC1=CC=C2C(=CNC2=C1)S(=O)(=O)NC1=NC(=C(C(=N1)OC)OC(CO)(F)F)OC 6-chloro-N-[5-(1,1-difluoro-2-hydroxy-ethoxy)-4,6-dimethoxy-pyrimidin-2-yl]-1H-Indole-3-sulfonamide